7-(2-cyclopropyl-6,7-dihydrothiazolo[5,4-c]pyridin-5(4H)-yl)-5,6-dimethyl-[1,2,4]triazolo[4,3-a]pyrimidin-3(2H)-one C1(CC1)C=1SC=2CN(CCC2N1)C1=NC=2N(C(=C1C)C)C(NN2)=O